ClC1=C(C=C2COCC2=C1)C#CC1=NC=CC=C1S(=O)(=O)NC1=NOC(=C1C)C 2-((6-chloro-1,3-dihydroisobenzofuran-5-yl)ethynyl)-N-(4,5-dimethylisoxazol-3-yl)pyridine-3-sulfonamide